CS(=O)(=O)NC12CC(C1)(C2)N2C(N1[C@@H]([C@H](N(CC1)C(=O)OC(C)(C)C)C(=O)OC)C2)=O 7-(tert-butyl) 8-methyl (8S,8aR)-2-(3-(methylsulfonylamino) bicyclo[1.1.1]Pentane-1-yl)-3-oxohexahydroimidazo[1,5-a]Pyrazine-7,8(1H)-dicarboxylate